Cl.FC1(CNCC1)F 3,3-difluoropyrrolidine hydrochloride